CN(CCCN)C (3-Dimethylamino-1-propylamin)